NC1=C2C(=NC=N1)N(N=C2C2=CC(=C(C=C2)NC(OC(C)(C)C)=O)OC)CCN2CCC(CC2)N(C)C tert-Butyl (4-(4-amino-1-(2-(4-(dimethylamino)piperidin-1-yl)ethyl)-1H-pyrazolo[3,4-d]pyrimidin-3-yl)-2-methoxyphenyl)carbamate